methyl 5-[[5-chloro-4-[(trans)-(2-cyanocyclopentyl)amino]pyrimidin-2-yl]amino]-2-(5,5-dimethyl-1,3,2-dioxaborinan-2-yl)benzoate ClC=1C(=NC(=NC1)NC=1C=CC(=C(C(=O)OC)C1)B1OCC(CO1)(C)C)N[C@H]1[C@@H](CCC1)C#N